ClC=1C=C2C(=C(C(NC2=CC1)=O)C(\C=C\C1=CC=CC=C1)=O)C1=CC=CC=C1 6-chloro-4-phenyl-3-[(E)-3-phenylprop-2-enoyl]-1H-quinolin-2-one